3-[(8aS)-2-[4-chloro-2-(trifluoromethyl)phenyl]-3-oxo-5,6,8,8a-tetrahydro-1H-imidazo[1,5-a]pyrazin-7-yl]-6-(2-ethoxypyridin-3-yl)-N-(2-methylsulfonylethyl)pyridine-2-carboxamide ClC1=CC(=C(C=C1)N1C(N2[C@@H](CN(CC2)C=2C(=NC(=CC2)C=2C(=NC=CC2)OCC)C(=O)NCCS(=O)(=O)C)C1)=O)C(F)(F)F